BrC=1C=CC=2N(C1)C(=CN2)C2=NC(=NC=C2F)NC2CCN(CC2)C(=O)OC(C)(C)C tert-Butyl 4-((4-(6-bromoimidazo[1,2-a]pyridin-3-yl)-5-fluoropyrimidin-2-yl)amino)piperidine-1-carboxylate